3-(2-chloro-3-(1-(pyrimidin-2-ylmethyl)-1H-indazol-5-yl)phenyl)piperidine-2,6-dione ClC1=C(C=CC=C1C=1C=C2C=NN(C2=CC1)CC1=NC=CC=N1)C1C(NC(CC1)=O)=O